5-(4-((tert-butyldimethylsilyl)oxy)phenyl)pyrazin-2-amine [Si](C)(C)(C(C)(C)C)OC1=CC=C(C=C1)C=1N=CC(=NC1)N